ClC=1C=C(C=C(C1OC1=CNC(C(=C1)N(C)C)=O)Cl)N1N=C(C(NC1=O)=O)NC(OCCCC)=O butyl (2-(3,5-dichloro-4-((5-(dimethylamino)-6-oxo-1,6-dihydropyridin-3-yl)oxy)phenyl)-3,5-dioxo-2,3,4,5-tetrahydro-1,2,4-triazin-6-yl)carbamate